4,6-difluoro-1,3-dihydro-2H-benzimidazol-2-one FC1=CC(=CC=2NC(NC21)=O)F